(2-chloro-3-pyridazin-3-yl-phenyl)methanone ClC1=C(C=CC=C1C=1N=NC=CC1)C=O